N-(5-(4-Isobutylpiperazin-1-yl)pyridin-2-yl)-1-isopropyl-1H-[1,2,3]triazolo[4,5-h]quinazolin-8-amine C(C(C)C)N1CCN(CC1)C=1C=CC(=NC1)NC1=NC=2C3=C(C=CC2C=N1)N=NN3C(C)C